CC1(CCC(CC1)C)N 1,4-dimethylcyclohexan-1-amine